1-(4-((7-methoxy-4-(4-methoxybenzoyl)quinazolin-6-yl)oxy)piperidin-1-yl)prop-2-en-1-one COC1=C(C=C2C(=NC=NC2=C1)C(C1=CC=C(C=C1)OC)=O)OC1CCN(CC1)C(C=C)=O